Cl.CC1=CC=C(C(C2=CC=CC=C2)N)C=C1 4-Methylbenzhydrylamin hydrochloride